tert-Butyl (1-(3-bromo-1-(4-methoxybenzyl)-1H-pyrazolo[3,4-b]pyrazin-6-yl)-4-methylpiperidin-4-yl)carbamate BrC1=NN(C2=NC(=CN=C21)N2CCC(CC2)(C)NC(OC(C)(C)C)=O)CC2=CC=C(C=C2)OC